C(C)(C)(C)OC(=O)N1CCC(CC1)NC(C1=CC(=C(C=C1)NC1=NC=2N([C@@H](C(N(C2C=N1)C)=O)CC)C1CCCC1)OC)=O tert-butyl-4-[[4-[[(7R)-8-cyclopentyl-7-ethyl-5-methyl-6-oxo-7H-pteridin-2-yl]amino]-3-methoxy-benzoyl]amino]piperidine-1-carboxylate